6-(azetidin-2-yl)-2-(4-methoxybenzyl)-4-(trifluoromethyl)pyridazin-3(2H)-one N1C(CC1)C=1C=C(C(N(N1)CC1=CC=C(C=C1)OC)=O)C(F)(F)F